NC1=NC(=C(C=2C1=NN(N2)CC2=NC=CC=C2F)C=2C=C1N=CC=NC1=CC2)C2=C(C#N)C=CC=C2 (4-amino-2-((3-fluoropyridin-2-yl)methyl)-7-(quinoxalin-6-yl)-2H-[1,2,3]triazolo[4,5-c]pyridin-6-yl)benzonitrile